(S)-N1-(1-(2-(bicyclo[2.1.1]hexan-1-ylamino)-2-oxoethyl)-2-oxo-1,2-dihydropyridin-3-yl)-N6-ethyl-5-oxo-2-(1,2,3,4-tetrahydroquinoline-6-carboxamido)hexanediamide C12(CCC(C1)C2)NC(CN2C(C(=CC=C2)NC([C@H](CCC(C(=O)NCC)=O)NC(=O)C=2C=C1CCCNC1=CC2)=O)=O)=O